The molecule is the cis,cis-isomer of 2-amino-3-(3-oxoprop-1-enyl)but-2-enedioic acid. It has a role as a mouse metabolite. It is a conjugate acid of a cis,cis-2-amino-3-(3-oxoprop-1-enyl)but-2-enedioate. C(=C\\C(=C(/C(=O)O)\\N)\\C(=O)O)\\C=O